methyl (1r,3r)-3-(6-((1,6-naphthyridin-2-yl)amino)-4-(cyclopropylamino)nicotinamido)cyclobutane-1-carboxylate N1=C(C=CC2=CN=CC=C12)NC1=NC=C(C(=O)NC2CC(C2)C(=O)OC)C(=C1)NC1CC1